CC=1N=C2N(N=C(C=C2C)N2N=C3C(=C2)C=C(S3)C3CCNCC3)C1 4-(2-[2,8-dimethylimidazo[1,2-b]pyridazin-6-yl]thieno[2,3-c]pyrazol-5-yl)piperidine